CCCCC(CCCCCCC(CCCCCCC)O)O nonadecane-5,12-diol